tert-butyl (R)-((4-amino-6-(3-((3-hydroxy-1-methyl-2-oxopyrrolidin-3-yl)ethynyl)phenyl)pyrido[3,2-d]pyrimidin-8-yl-2-d)methyl)carbamate NC=1C2=C(N=C(N1)[2H])C(=CC(=N2)C2=CC(=CC=C2)C#C[C@]2(C(N(CC2)C)=O)O)CNC(OC(C)(C)C)=O